dichloroacetyl-2-(4-methylsulfonylphenyl)formyl-aziridine tert-butyl-(2S,5R)-4-(4-(4-fluorophenyl)thiazol-2-yl)-2,5-dimethylpiperazine-1-carboxylate C(C)(C)(C)OC(=O)N1[C@H](CN([C@@H](C1)C)C=1SC=C(N1)C1=CC=C(C=C1)F)C.ClC(C(=O)N1C(C1)C(=O)C1=CC=C(C=C1)S(=O)(=O)C)Cl